N[C@@H](CC(=O)O)C(=O)S(=O)(=O)[O-] aspartyl-sulfonate